tri-(2-hydroxyethyl)-amine OCCN(CCO)CCO